CN1C=NC=2CN(CCC21)C2CCOCC2 1-methyl-5-(tetrahydro-2H-pyran-4-yl)-4,5,6,7-tetrahydro-1H-imidazo[4,5-c]pyridine